COCCN1C=NC2=CC=C(C=C2C1=O)NC(NC=1C=C(C=CC1)NC(C)=O)=O N-(3-(3-(3-(2-methoxyethyl)-4-oxo-3,4-dihydroquinazolin-6-yl)ureido)phenyl)acetamide